2-(2-hydroxyethoxy)naphthalene OCCOC1=CC2=CC=CC=C2C=C1